C(C)OC=1C=C(C=CC1C=1NC(C2=C(N1)NN=N2)=O)C=2C=C(NC2)C(=O)O 4-(3-ethoxy-4-(7-oxo-6,7-dihydro-3H-[1,2,3]triazolo[4,5-d]pyrimidin-5-yl)phenyl)-1H-pyrrole-2-carboxylic acid